FC=1C=C2C(=C(N(C2=CC1)CC(=O)O)C)C1CCN(CC1)S(=O)(=O)C1=CC=C(C=C1)F (5-fluoro-3-(1-((4-fluorophenyl)sulfonyl)piperidin-4-yl)-2-methyl-1H-indol-1-yl)acetic acid